((2-(6-fluoropyridin-2-yl)-1,6-naphthyridin-7-yl)methyl)-4-methyl-3-(S-methylsulfonimidoyl)benzamide FC1=CC=CC(=N1)C1=NC2=CC(=NC=C2C=C1)CC1=C(C(=O)N)C=CC(=C1S(=O)(=N)C)C